naringenin-Al O1[C@@](CC(=O)C=2C(O)=CC(O)=CC12)(C1=CC=C(O)C=C1)C=O